N-(4-(4-chlorophenyl)-6-(4-fluorophenyl)pyrimidin-2-yl)-2-(pyrrolidin-1-yl)acetamide ClC1=CC=C(C=C1)C1=NC(=NC(=C1)C1=CC=C(C=C1)F)NC(CN1CCCC1)=O